C1(CC1)C=1C(=CC(=C(OC2=C(OCC(=O)O)C=C(C=C2)F)C1)C(NC1=CC(NC=C1)=O)=O)C(F)(F)F 2-(2-(5-cyclopropyl-2-((2-oxo-1,2-dihydropyridin-4-yl)carbamoyl)-4-(trifluoromethyl)phenoxy)-5-fluorophenoxy)acetic acid